CN(C(C(C)C1CCOCC1)=O)C1=CC2=C(NC(=N2)C2=NNC=3C[C@@]4([C@H](CC23)C4)C)C=C1C N-methyl-N-(6-methyl-2-((4aS,5aR)-5a-methyl-1,4,4a,5,5a,6-hexahydrocyclopropa[f]indazol-3-yl)-1H-benzo[d]imidazol-5-yl)-2-(tetrahydro-2H-pyran-4-yl)propanamide